NC1C[C@H]2CC[C@@H](C1)N2C2=NC(=C1C(=N2)NN=C1C1=C(C2=C(N(N=C2C=C1)C)Cl)Cl)C(=O)N 6-((1R,3s,5S)-3-amino-8-azabicyclo[3.2.1]oct-8-yl)-3-(3,4-dichloro-2-methyl-2H-indazol-5-yl)-1H-pyrazolo[3,4-d]pyrimidine-4-carboxamide